C(C)NC(C1=C(C=C(C=C1)F)SC1=CC=C2C(=NN(C2=C1)C1OCCCC1)\C=C\C=1C=NN(C1)CCCN1CCCC1)=O N-ethyl-4-fluoro-2-[3-[(trans)-2-[1-(3-pyrrolidin-1-ylpropyl)pyrazol-4-yl]vinyl]-1-tetrahydropyran-2-yl-indazol-6-yl]sulfanylbenzamide